ClC1=C2C=C(NC2=C(C=C1)C(F)(F)F)C(=O)OC methyl 4-chloro-7-(trifluoromethyl)-1H-indole-2-carboxylate